(R)-1-(1-((S)-1-(4,4,4-trifluorobutyl)pyrrolidin-3-yl)-1,6-dihydroimidazo[4,5-d]Pyrazolo[3,4-b]Pyridin-2-yl)ethanol FC(CCCN1C[C@H](CC1)N1C(=NC=2C1=C1C(=NC2)NN=C1)[C@@H](C)O)(F)F